C1=CC=CC=2C3=CC=CC=C3C(C12)C=1C(=C(C=CC1)P([O-])([O-])=O)C1=C(OC=CC1=O)C 9H-Fluoren-9-yl(2-methyl-4-oxo-4H-pyran-3-yl)(S)-phenylphosphonate